(S)-2-amino-N-(2-(4'-(trifluoromethoxy)[1,1'-biphenyl]-4-yl)ethyl)pentanamide hydrochloride Cl.N[C@H](C(=O)NCCC1=CC=C(C=C1)C1=CC=C(C=C1)OC(F)(F)F)CCC